[O-2].[Zn+2].[Co+2].[Ni+2].[O-2].[O-2] nickel-cobalt-zinc oxide